BrC1=C(C=2N(C=C1)C(=NN2)C(F)F)C 7-bromo-3-(difluoromethyl)-8-methyl-[1,2,4]triazolo[4,3-a]pyridine